N-((5-chloro-2-methylphenyl)aminomethylsulfonyl)benzamide ClC=1C=CC(=C(C1)NCS(=O)(=O)NC(C1=CC=CC=C1)=O)C